C(C)(C)(C)OC(=O)N1CCN(CC1)C(=O)C=1C(OC2=CC(=CC=C2C1)OP(=O)(C1=CC=CC=C1)C1=CC=CC=C1)=O 4-(7-((diphenylphosphoryl)oxy)-2-oxo-2H-chromene-3-carbonyl)piperazine-1-carboxylic acid tert-butyl ester